OC(CCC[C@@H](C)[C@H]1CC[C@H]2C(CCC[C@]12C)=O)(C)C (1R,3aR,7aR)-1-((R)-6-hydroxy-6-methylheptan-2-yl)-7a-methyloctahydro-4H-inden-4-one